CC1=CC=2NC(=CC2S1)C(=O)O 2-methyl-4H-thieno[3,2-b]pyrrole-5-carboxylic acid